ClC1=C(C=CC(=C1)C(F)(F)F)NC(=O)NC(C)C1=NC=NN1C1=NC=CC=N1 1-{2-chloro-4-(trifluoromethyl)phenyl}-3-[1-{1-(pyrimidin-2-yl)-1H-1,2,4-triazol-5-yl}ethyl]urea